C(C)(C)C1=CC2=C(N=C(N=C2)NC2=CC=C(C=C2)N2CCC(CC2)N2CCN(CC2)C)N1C1=CC=CC(=N1)N=S(=O)(C)C ((6-(6-isopropyl-2-((4-(4-(4-methylpiperazin-1-yl)piperidin-1-yl)phenyl)amino)-7H-pyrrolo[2,3-d]pyrimidin-7-yl)pyridin-2-yl)imino)dimethyl-λ6-sulfanone